3-(benzyloxy)-N-(cyclopent-3-en-1-yl)-6-fluoro-2-iodobenzamide C(C1=CC=CC=C1)OC=1C(=C(C(=O)NC2CC=CC2)C(=CC1)F)I